2-amino-2-(4-octylphenethyl)propane-1,3-diol hydrochloride Cl.NC(CO)(CO)CCC1=CC=C(C=C1)CCCCCCCC